COC(=O)C1=CC(=C(C=C1)NC(=O)C1CC12CCN(CC2)C(=O)[O-])NC[C@H]2OCC2 1-((4-(methoxycarbonyl)-2-(((S)-oxetan-2-ylmethyl)amino)phenyl)carbamoyl)-6-azaspiro[2.5]Octane-6-carboxylate